tert-butyl 3-(3-(aminomethyl)-4-methylphenoxy)piperidine-1-carboxylate NCC=1C=C(OC2CN(CCC2)C(=O)OC(C)(C)C)C=CC1C